dimethyl 9H-carbazole-3,6-dicarboxylate C1=CC(=CC=2C3=CC(=CC=C3NC12)C(=O)OC)C(=O)OC